C(C)N1C2=NC(=NC(=C2N=C1)N1CCC(CC1)O)N1N=C(C(=C1)C1=CC=CC=C1)OC 1-(9-ethyl-2-(3-methoxy-4-phenyl-1H-pyrazol-1-yl)-9H-purin-6-yl)piperidin-4-ol